tert-butyl (2S)-2-[4-(6-{3-[2-(methoxymethoxy)phenyl]cinnolin-7-yl}spiro[3.3]heptan-2-yl)-1,2,3-triazol-1-yl]-3-methylbutanoate COCOC1=C(C=CC=C1)C=1N=NC2=CC(=CC=C2C1)C1CC2(CC(C2)C=2N=NN(C2)[C@H](C(=O)OC(C)(C)C)C(C)C)C1